N1=C2N(N=C1)CC=C2O 5H-pyrrolo[1,2-b][1,2,4]triazol-7-ol